(1R-2R,3S)-3-[(4-chlorophenyl)methyl]-2-hydroxy-1-methyl-2-(1H-1,2,4-triazol-1-ylmethyl)cyclopentanecarboxylate ClC1=CC=C(C=C1)C[C@H]1[C@@]([C@@](CC1)(C(=O)[O-])C)(CN1N=CN=C1)O